C1(CCCCCCC1)C1=NC2=CC(=C(C=C2C(N1)=O)[N+](=O)[O-])OCCOC 2-cyclooctyl-7-(2-methoxyethoxy)-6-nitroquinazolin-4(3H)-one